I\C(=C(/C1=CC=C(C=C1)C(F)(F)F)\OCC(F)(F)F)\C1=C(C#N)C=CC=C1 (E)-2-(1-iodo-2-(2,2,2-trifluoroethoxy)-2-(4-(trifluoromethyl)phenyl)vinyl)benzonitrile